CN1CCN(CC1)C=1C=CC(=NC1)NC=1C=CC(=C2CNC(C12)=O)C1=CNC=2C1=NC=CC2 7-((5-(4-methylpiperazin-1-yl)pyridin-2-yl)amino)-4-(1H-pyrrolo[3,2-b]pyridin-3-yl)isoindolin-1-one